C1(CCCCC1)N(C=1C(C1N(C1CCCCC1)C1CCCCC1)=N[C@H](CO)C)C1CCCCC1 (S)-2-((2,3-bis(dicyclohexylamino)cycloprop-2-en-1-ylidene)amino)propan-1-ol